NC(CCCCCCCCCC)(N)N triaminoundecane